2-bromo-6-(2-((tert-butyldimethylsilyl)oxy)ethyl)pyridine BrC1=NC(=CC=C1)CCO[Si](C)(C)C(C)(C)C